5-((pyrimidin-4-yloxy)methyl)-2-oxabicyclo[3.1.1]heptan N1=CN=C(C=C1)OCC12CCOC(C1)C2